CN1C(=NN=C1)[C@@H](C1CC(C1)CC#N)C1=CC(=CC=C1)N1C(C2=CC(=CC(=C2C1)C(F)(F)F)CNC1(CCC1)C)=O 2-((1S,3r)-3-((S)-(4-methyl-4H-1,2,4-triazol-3-yl)(3-(6-(((1-methylcyclobutyl)amino)methyl)-1-oxo-4-(trifluoromethyl)isoindolin-2-yl)phenyl)methyl)-cyclobutyl)acetonitrile